C=C1CN2CCC3([C@]2(C1)C(O)([2H])[2H])CC3 (R)-(6'-Methylenetetrahydrospiro[cyclopropane-1,1'-pyrrolizin]-7a'(5'H)-yl)methan-d2-ol